ClC=1C=NC(=C(C(=O)OC)C1)NC(=O)C12CC(C1)(C2)C(F)(F)F methyl 5-chloro-2-(3-(trifluoromethyl)bicyclo[1.1.1]pentane-1-carboxamido)nicotinate